FC=1C(=C(C=CC1F)[C@@H]1[C@H](O[C@]([C@@H]1C)(C(F)(F)F)C)C(=O)NC1=CC(=NC(=C1)C)C(=O)N)OC 4-[[(2S,3r,4r,5r)-3-(3,4-difluoro-2-methoxy-phenyl)-4,5-dimethyl-5-(trifluoromethyl)tetrahydrofuran-2-carbonyl]amino]-6-methyl-pyridine-2-carboxamide